3-(Biphenyl-4-yl)-5-(4-tert-butylphenyl)-4H-1,2,4-triazol C1(=CC=C(C=C1)C1=NN=C(N1)C1=CC=C(C=C1)C(C)(C)C)C1=CC=CC=C1